N/C(/NCCC[C@@H](NC(C(C1=CC=CC=C1)C=1C=C(OCCCCNC(CCC(=O)N(CC(=O)O)C2CCNCC2)=O)C=CC1)=O)C(NCC1=CC=C(C=C1)O)=O)=N/C(NCCNC(CC)=O)=O N-(4-((4-(3-((4R,Z)-9-amino-4-((4-hydroxybenzyl)carbamoyl)-2,11,16-trioxo-1-phenyl-3,8,10,12,15-pentaazaoctadec-9-en-1-yl)phenoxy)butyl)amino)-4-oxobutanoyl)-N-(piperidin-4-yl)glycine